C(=CC)N1C(C(=NC2=CC=CC=C12)SC1=CC=CC=C1)=O 1-propenyl-3-(phenylthio)quinoxalin-2(1H)-one